ClC=1C=CC2=C(N(C(N2)=O)CC2=C(C#N)C=CC=C2)C1 ((6-chloro-2-oxo-2,3-dihydro-1H-benzo[d]imidazol-1-yl)methyl)benzonitrile